N1N=NN=C1CC=1C(=NN(C1CC)CC1=CC=C(C=C1)NC(CCC=1C=C2C(C(NC(C2=CC1)=O)=O)=O)=O)CC N-(4-((4-((1H-tetrazol-5-yl)methyl)-3,5-diethyl-1H-pyrazol-1-yl)methyl)phenyl)-3-(1,3,4-trioxo-1,2,3,4-tetrahydroisoquinolin-6-yl)propanamide